ClC=1C=CC=C2C=C(C=C(C12)C1=C(C=C2C=NC(=NC2=C1F)F)F)OCOC 7-(8-chloro-3-(methoxymethoxy)naphthalen-1-yl)-2,6,8-trifluoroquinazoline